3-di(tert-butoxycarbonyl)aminopropionic acid C(C)(C)(C)OC(=O)N(CCC(=O)O)C(=O)OC(C)(C)C